7-(4,6-Dimethyl-[1,3]oxazolo[4,5-c]pyridin-2-yl)-5-fluoro-3-(piperidin-4-yl)cinnoline CC1=NC(=CC2=C1N=C(O2)C2=CC(=C1C=C(N=NC1=C2)C2CCNCC2)F)C